C(C)N1C(C(=CC2=CC(=CC=C12)C1=CC=C(C=C1)C1CCN(CC1)C(C)C)C1=CC=C(C=C1)S(=O)(=O)C)=O 1-ethyl-3-(4-methanesulfonylphenyl)-6-{4-[1-(propan-2-yl)piperidin-4-yl]phenyl}-1,2-dihydroquinolin-2-one